OC(CO)C1=C2C(=NN(C2=CC=C1)C1=CC=C(C=C1)S(F)(F)(F)(F)F)CCC(=O)[NH-] N-((4-(1,2-dihydroxyethyl)-1-(4-(pentafluoro-λ6-sulfaneyl)phenyl)-1H-indazol-3-yl)methyl)acetylamide